5-chloro-4-(3-fluoro-4-methylphenyl)pyrimidine-2-carboxylic acid ClC=1C(=NC(=NC1)C(=O)O)C1=CC(=C(C=C1)C)F